nicotinic acid p-nitrophenyl ester [N+](=O)([O-])C1=CC=C(C=C1)OC(C1=CN=CC=C1)=O